CC1=C(C=C(C=C1)NC(C1=CC(=NC=C1)C(F)(F)F)=O)C1=CC2=C(N=C(N=C2)NC2CCN(CC2)C)N=C1C N-(4-methyl-3-(7-methyl-2-((1-methylpiperidin-4-yl)amino)pyrido[2,3-d]pyrimidin-6-yl)phenyl)-2-(trifluoromethyl)isonicotinamide